Cl.CC12OC3(CC(CC(C1)C3)C2)N 3-methyl-2-oxaadamantan-1-amine hydrochloride